1,3,5-trimenthyl-4-(tetramethyl-1,3,2-dioxaborolan-2-yl)-1H-pyrazole C1(CC(C(CC1)C(C)C)N1N=C(C(=C1C1CC(CCC1C(C)C)C)B1OC(C(O1)(C)C)(C)C)C1CC(CCC1C(C)C)C)C